N[C@@H]1[C@@H](OCC12CCN(CC2)C=2C(=NC(=C(N2)C)SC2=C(C(=NC=C2)OC2CC2)Cl)CO)C (3-((3S,4S)-4-amino-3-methyl-2-oxa-8-azaspiro[4.5]decan-8-yl)-6-((3-chloro-2-cyclopropoxypyridin-4-yl)thio)-5-methylpyrazin-2-yl)methanol